N[C@H](C(=O)N1C[C@H](CCC1)COC)[C@@H](C)OCC1CCCCC1 (2S,3R)-2-amino-3-(cyclohexylmethoxy)-1-((S)-3-(methoxymethyl)piperidin-1-yl)butan-1-one